4-[2-(4-Fluorophenyl)-5,6-dihydro-4H-pyrrolo[1,2-b]pyrazol-3-yl]-6-methyl-1H-pyrazolo[3,4-d]pyrimidine FC1=CC=C(C=C1)C=1C(=C2N(N1)CCC2)C2=C1C(=NC(=N2)C)NN=C1